Cl.CC1(CC2OC3C([C@@H](C(N2[C@@H]1C(=O)N[C@@H]1CCCC2=CC=CC=C12)=O)NC([C@H](C)NC)=O)CCCC3)C (1S,9S)-2,2-dimethyl-9-((S)-2-(methylamino)propanamido)-10-oxo-N-((R)-1,2,3,4-tetrahydronaphthalen-1-yl)dodecahydrobenzo[f]pyrrolo[2,1-b][1,3]oxazepine-1-carboxamide hydrochloride